bis(1,1-dimethylethylsulfonyl)diazomethane CC(C)(S(=O)(=O)C(=[N+]=[N-])S(=O)(=O)C(C)(C)C)C